F[C@H]1C[C@H](N(C1)C(=O)OC(C)(C)C)C(N[C@H]1CN[C@H](C1)C(=O)OC)=O tert-Butyl (2S,4S)-4-fluoro-2-(((3R,5R)-5-(methoxycarbonyl)pyrrolidin-3-yl)carbamoyl)pyrrolidine-1-carboxylate